C1(CCC1)C(C)(C1=CC(=CC=C1)B1OC(C(O1)(C)C)(C)C)C1=NN=CN1C 3-(1-cyclobutyl-1-(3-(4,4,5,5-tetramethyl-1,3,2-dioxaborolan-2-yl)phenyl)ethyl)-4-methyl-4H-1,2,4-triazole